5-(1-(1-propenylpiperidin-3-yl)-5-aminoimidazo[1,5-c]pyrimidin-3-yl)-N-(4-cyanopyridin-2-yl)pyridinecarboxamide C(=CC)N1CC(CCC1)C=1N=C(N2C(=NC=CC21)N)C=2C=CC(=NC2)C(=O)NC2=NC=CC(=C2)C#N